FC1=C(C=C(O[C@@H]2[C@@](CN(C2)S(=O)(=O)C2=C(C#N)C=C(C=C2)C(F)(F)F)(CO)O)C=C1)C(F)(F)F 2-(((3R,4S)-4-(4-fluoro-3-(trifluoromethyl)phenoxy)-3-hydroxy-3-(hydroxymethyl)pyrrolidin-1-yl)sulfonyl)-5-(trifluoromethyl)benzonitrile